F[C@@H]1CN(CC1)C1=NC=CC(=C1C1=NC2=C(CN(CC2)C2COC2)N1)C1=CC=CC=C1 (S)-2-(2-(3-fluoropyrrolidin-1-yl)-4-phenylpyridin-3-yl)-5-(oxetan-3-yl)-4,5,6,7-tetrahydro-3H-imidazo[4,5-c]pyridine